5-[2-[3-[tert-butyl(dimethyl)silyl]oxy-1-methyl-propyl]phenyl]-2,4-difluoro-aniline [Si](C)(C)(C(C)(C)C)OCCC(C)C1=C(C=CC=C1)C=1C(=CC(=C(N)C1)F)F